C(C)[Si]1(O[Si](O[Si](O[Si](O[Si](O1)(C(C)C)CC)(C(C)C)CC)(C(C)C)CC)(C(C)C)CC)C(C)C 2,4,6,8,10-pentaethyl-2,4,6,8,10-pentakis(1-methylethyl)cyclopentasiloxane